CC(C)(C1=CC=CC=C1)NC(=O)C=1C=2C[C@@H]3[C@H](C2N(N1)C1=NC=CC=C1)C3 (1aR,5aR)-2-Pyridin-2-yl-1a,2,5,5a-tetrahydro-1H-2,3-diaza-cyclopropa[a]pentalene-4-carboxylic acid (1-methyl-1-phenyl-ethyl)-amide